FC1=C(C(=C(C2=C(C(=C(C(=C12)F)F)F)F)F)F)[B-](C1=C(C2=C(C(=C(C(=C2C(=C1F)F)F)F)F)F)F)(C1=C(C2=C(C(=C(C(=C2C(=C1F)F)F)F)F)F)F)C1=C(C2=C(C(=C(C(=C2C(=C1F)F)F)F)F)F)F.C1(=CC=CC=C1)[C+](C1=CC=CC=C1)C1=CC=CC=C1 triphenylcarbenium tetrakis(perfluoronaphthalen-2-yl)borate